5-(3-(N-(carboxymethyl)naphthalene-2-sulfonylamino)phenyl)-1-propyl-1H-pyrrole-2-carboxylic acid C(=O)(O)CN(C=1C=C(C=CC1)C1=CC=C(N1CCC)C(=O)O)S(=O)(=O)C1=CC2=CC=CC=C2C=C1